4-(oxetan-3-ylmethyl)benzaldehyde O1CC(C1)CC1=CC=C(C=O)C=C1